O1CC(C1)NC(C1=CC=CC=C1)=O N-(oxetan-3-yl)benzamide